manganese(II) phenolate C1(=CC=CC=C1)[O-].[Mn+2].C1(=CC=CC=C1)[O-]